(2S)-4,4-Difluoro-N-{4-[5-fluoro-3-(5-fluoropyridin-2-yl)-1H-pyrrolo[3,2-b]pyridin-2-yl]pyridin-2-yl}-2-(4-fluorophenyl)butanamid FC(C[C@H](C(=O)NC1=NC=CC(=C1)C1=C(C2=NC(=CC=C2N1)F)C1=NC=C(C=C1)F)C1=CC=C(C=C1)F)F